BrC1=C2C(=CN=C1)NC=C2C=O 4-bromo-1H-pyrrolo[2,3-c]pyridine-3-carbaldehyde